ClCC1=CC=C(C=C1)N1N=C(C(=C1)NC(=O)C=1C=NN2C1N=C(C=C2)N2C1CO[C@@H](C2)C1)C(F)F N-[1-[4-(chloromethyl)phenyl]-3-(difluoromethyl)pyrazol-4-yl]-5-[(1R)-2-oxa-5-azabicyclo[2.2.1]heptan-5-yl]pyrazolo[1,5-a]pyrimidine-3-carboxamide